C1(=CC=C(C=C1)C(=O)Cl)C(=O)Cl 4-benzenediformyl chloride